COC(=O)C1=CC=C(C=2NC(=NC21)O)Br.ClC2=C(C(=O)NC1=C3C=NN(C3=CC=C1)C=1C=NC=C(C1)C)C=C(C=C2)CNC(=O)C2(CC2)O 2-Chloro-5-({[(1-hydroxycyclopropyl)carbonyl]amino}methyl)-N-[1-(5-methylpyridin-3-yl)-1H-indazol-4-yl]benzamide methyl-7-bromo-2-hydroxy-1H-benzo[d]imidazole-4-carboxylate